methoxy-4,5-methylenedioxyphenethylamine CONCCC1=CC=C2C(=C1)OCO2